O(C1=CC=CC=C1)CCNC1(CCCCC1)C(=O)N[C@@H](C)C1=CC=C(C(=O)O)C=C1 4-[(1S)-1-[[1-(2-phenoxyethylamino)cyclohexanecarbonyl]amino]ethyl]benzoic acid